(R-2R)-format C(=O)[O-]